1-[(3S)-3-(methoxymethyl)-8-[5-(trifluoromethyl)-1,2,4-oxadiazol-3-yl]-3,5-dihydro-2H-1,4-benzoxazepin-4-yl]-2,2-dimethylpropan-1-one COC[C@H]1COC2=C(CN1C(C(C)(C)C)=O)C=CC(=C2)C2=NOC(=N2)C(F)(F)F